N=C1N(CC(N1)=O)C 2-imino-1-methylimidazolidine-4-one